4-((2-formyl-3-hydroxyphenoxy)methyl)benzoic acid methyl ester COC(C1=CC=C(C=C1)COC1=C(C(=CC=C1)O)C=O)=O